1-ethyl-9-[2-carboxy(3,6-methano-4-cyclohexenyl)]carbonyloxyanthracene C(C)C1=CC=CC2=CC3=CC=CC=C3C(=C12)OC(=O)C1C(C2C=CC1C2)C(=O)O